C1(CC1)C=1OC=C(N1)C1=CC(=NC=C1)N(C(=O)[C@@H]1CC[C@H](CC1)CO)C[C@@H]1CC[C@H](CC1)C1=NC(=C(C=C1)OC)C trans-N-(4-(2-Cyclopropyloxazol-4-yl)pyridin-2-yl)-4-(hydroxymethyl)-N-((trans-4-(5-methoxy-6-methylpyridin-2-yl)cyclohexyl)methyl)cyclohex-anecarboxamide